C12(CC3CC(CC(C1)C3)C2)C=2NC(N(N2)CNC2=C(C=CC=C2)C)=S 5-(adamantan-1-yl)-2-[(o-tolylamino)methyl]-2,4-dihydro-3H-1,2,4-triazole-3-thione